6-PHENYLPYRIMIDINE-4-BORONIC ACID C1(=CC=CC=C1)C1=CC(=NC=N1)B(O)O